Br.Br.C1(=C(C=CC=C1)CN\C(=N/C1=C(C=C(C=C1)F)F)\S)CN\C(=N/C1=C(C=C(C=C1)F)F)\S.CC1=CC=C(C=C1)S(=O)(=O)Cl p-toluenesulfonyl chloride 1,2-Phenylenebis(methylene)(E,E)-bis(N'-(2,4-difluorophenyl)carbamimidothioate) dihydrobromide